tert-Butyl (S)-2-amino-2-(2-nitrophenyl)propanoate N[C@@](C(=O)OC(C)(C)C)(C)C1=C(C=CC=C1)[N+](=O)[O-]